tricosynedioic acid C(C#CCCCCCCCCCCCCCCCCCCCC(=O)O)(=O)O